FC(C1(C(N(C2=CC=CC=C12)C)=O)O)(C1=C(C=C(C=C1)F)[N+](=O)[O-])F 3-(difluoro(4-fluoro-2-nitrophenyl)methyl)-3-hydroxy-1-methylindole-2-one